tert-butyl (3S)-3-[[4-[4-[(4-amino-2-methyl-1-naphthyl)oxy]-2-methyl-thiazol-5-yl]pyrimidin-2-yl]amino]piperidine-1-carboxylate NC1=CC(=C(C2=CC=CC=C12)OC=1N=C(SC1C1=NC(=NC=C1)N[C@@H]1CN(CCC1)C(=O)OC(C)(C)C)C)C